NC1=NC=NN2C1=C(C=C2C=2C=C(C(=NC2)OC)C(=O)N[C@@H]2CN(C[C@@H]2F)C(C2=C(C=CC=C2F)F)=O)C(F)(F)F 5-[4-amino-5-(trifluoromethyl)pyrrolo[2,1-f][1,2,4]triazin-7-yl]-N-[(3R,4S)-1-(2,6-difluorobenzoyl)-4-fluoropyrrolidin-3-yl]-2-methoxypyridine-3-carboxamide